C(C)(C)(C)OC(=O)N1C(CC(CC1)C)CN (aminomethyl)-4-methylpiperidine-1-carboxylic acid tert-butyl ester